7-(azetidin-3-yl)-5-iodo-7H-pyrrolo[2,3-d]pyrimidin-4-amine N1CC(C1)N1C=C(C2=C1N=CN=C2N)I